ClC=1C(=NC(=NC1)N[C@H]1[C@@](CCC1)(O)C)C1=CC2=C(N=C3N2CCCN3C)C(=C1)F (1R,2R)-2-((5-chloro-4-(9-fluoro-1-methyl-1,2,3,4-tetrahydrobenzo[4,5]imidazo[1,2-a]pyrimidin-7-yl)pyrimidin-2-yl)amino)-1-methylcyclopentan-1-ol